3-[3-methyl-2-oxo-5-[[4-(4-piperidyloxymethyl)1-piperidyl]methyl]benzimidazol-1-yl]piperidine CN1C(N(C2=C1C=C(C=C2)CN2CCC(CC2)COC2CCNCC2)C2CNCCC2)=O